C(C)(C)(C)OC(N[C@H]1CO[C@@H](CC1)C1=NN(N=C1)C1CC(C1)=O)=O N-[(3R,6S)-6-[2-(3-oxocyclobutyl)triazol-4-yl]Tetrahydropyran-3-yl]Carbamic acid tert-butyl ester